pentaerythritol tetrakis[β-(3,5-di-tert-butylphenyl) propionate] C(C)(C)(C)C=1C=C(C=C(C1)C(C)(C)C)CCC(=O)OCC(COC(CCC1=CC(=CC(=C1)C(C)(C)C)C(C)(C)C)=O)(COC(CCC1=CC(=CC(=C1)C(C)(C)C)C(C)(C)C)=O)COC(CCC1=CC(=CC(=C1)C(C)(C)C)C(C)(C)C)=O